CC1(CN(C1)CC(=O)NC=1C=C(C(=NC1)C)NC(=O)C=1C=NN2C1SC(=C2)C=2C=NC(=CC2)OC)C N-(5-(2-(3,3-dimethylazetidin-1-yl)acetamido)-2-methylpyridin-3-yl)-2-(6-methoxypyridin-3-yl)pyrazolo[5,1-b]thiazole-7-carboxamide